2-[2-(ethoxymethoxy)-6-methyl-4-(trifluoromethyl)phenyl]-4,4,5,5-tetramethyl-1,3,2-dioxaborolane C(C)OCOC1=C(C(=CC(=C1)C(F)(F)F)C)B1OC(C(O1)(C)C)(C)C